C(CCCC)N(C(O)=O)CC1=CC=C(C=C1)[C@@H]1N([C@H](CC2=CC(=CC=C12)OC)CCCC)C(CC[Si](C)(C)C)=O Pent-1-yl-(4-((1S,3S)-3-butyl-6-methoxy-2-(3-(trimethylsilyl)propionyl)-1,2,3,4-tetrahydroisoquinolin-1-yl)benzyl)carbamic acid